C(CCCCCCCCCC)(=O)O.C(C(C)O)O propylene glycol undecylate